C(CC(C)C)(=O)OCCCC1=CC=CC=C1 3-PHENYLPROPYL ISOVALERATE